C(C)(C)(C)OC([C@H](CCS(=O)(=N)CCC(C(F)(F)F)C1=CC=C(C=C1)CCC(F)(F)F)NC(=O)OC(C)(C)C)=O.ClC(C1=CC(=CC=C1)C(Cl)(Cl)Cl)(Cl)Cl m-bis(trichloromethyl)benzene (2s)-tert-butyl-2-((tert-butoxycarbonyl)amino)-4-(4,4,4-trifluoro-3-(4-(3,3,3-trifluoropropyl)phenyl)butylsulfonimidoyl)butanoate